C[C@H]([C@@H](C(=O)N[C@@H](C)C(=O)N[C@@H](C)C(=O)O)N)O The molecule is a tripeptide composed of L-threonine and two L-alanine units joined by peptide linkages. It has a role as a metabolite. It derives from a L-threonine and a L-alanine.